CC(=CC=C(C#N)C(=O)N1CC(C1)N1N=C(C=2C1=NC=CC2)C2=CC=C(C=C2)C(F)(F)F)C 5-methyl-2-(3-(3-(4-(trifluoromethyl)phenyl)-1H-pyrazolo[3,4-b]pyridin-1-yl)azetidine-1-carbonyl)hexadienonitrile